C1=C(C=CC2=CC=CC=C12)N1C2=CC=CC=C2C=2C=C(C=CC12)OB(O)O [9-(2-naphthyl)Carbazol-3-yl]Boric acid